ditert-butyl-[3,6-dimethoxy-2-(2,4,6-triisopropylphenyl)phenyl]phosphane Butylphosphinate C(CCC)P(O)=O.C(C)(C)(C)P(C1=C(C(=CC=C1OC)OC)C1=C(C=C(C=C1C(C)C)C(C)C)C(C)C)C(C)(C)C